NC1=NC=C(C2=C1C(=C(N2C)C2=CC=C(C=C2)NC(=O)C(=C)F)C2=CC(=C(C(=O)NCC1(CC1)F)C=C2)OC)C#CC2COC2 4-(4-amino-2-{4-[(2-fluoroacrylamino)]phenyl}-1-methyl-7-(oxetan-3-ylethynyl)pyrrolo[3,2-c]pyridin-3-yl)-N-[(fluorocyclopropyl)methyl]-2-methoxybenzamide